CC1N(S(C=2N(C1C(=O)[O-])C(C(=C(C2C2=CC(=CC=C2)C(F)(F)F)CC2=CC=CC1=CC=CC=C21)NC2CCCC2)=O)(=O)=O)C Methyl-7-(cyclopentylamino)-2-methyl-8-(naphthalen-1-ylmethyl)-6-oxo-9-(3-(trifluoromethyl) phenyl)-3,4-dihydro-2H,6H-pyrido[1,2-e][1,2,5]thiadiazine-4-carboxylate 1,1-dioxide